CN(CCN1N=C(C(=C1C)C=1C=CC=C2C(=NC=NC12)N[C@H](CN1CCNCC1)C)C)C 8-[1-[2-(dimethylamino)ethyl]-3,5-dimethylpyrazol-4-yl]-N-[(2S)-1-piperazin-1-ylpropan-2-yl]quinazolin-4-amine